O1C(=CC2=C1C=CC=C2)C2=CC=C(C=C2)NC2=CC=C(C=C2)C=2OC1=C(C2)C=CC=C1 bis(4-(benzofuran-2-yl)phenyl)amine